FC=1C=CC(=C2C=C(NC(C12)=O)CCC(=O)N1CCC(CC1)O)C 8-fluoro-3-(3-(4-hydroxypiperidin-1-yl)-3-oxopropyl)-5-methylisoquinolin-1(2H)-one